tert-butyl 4-((5-aminopyridin-2-yl)methyl)piperidine-1-carboxylate NC=1C=CC(=NC1)CC1CCN(CC1)C(=O)OC(C)(C)C